OC1=C(C(=NN1C1=CC=C(C=C1)S(=O)(=O)O)C(=O)O)N=NC1=CC=C(C=C1)S(=O)(=O)O 5-hydroxy-1-(4-sulfophenyl)-4-(4-sulfophenylazo)-1H-pyrazole-3-carboxylic acid